O1[C@H](COCC1)CN(C1CCC(CC1)N(C1=CC(N(C=2C=CC(=NC12)C#N)C)=O)C)C1=CC=CC=2OCOC21 |o1:1| 8-((4-((((S or R)-1,4-dioxan-2-yl)methyl)(benzo[d][1,3]dioxol-4-yl)amino)cyclohexyl)(methyl)amino)-5-methyl-6-oxo-5,6-dihydro-1,5-naphthyridine-2-carbonitrile